(E)-N-(1-methyl-6-(4-(trifluoromethyl)styryl)-1H-pyrazolo[3,4-d]pyrimidin-4-yl)-5-nitrothiophene-2-carboxamide CN1N=CC=2C1=NC(=NC2NC(=O)C=2SC(=CC2)[N+](=O)[O-])\C=C\C2=CC=C(C=C2)C(F)(F)F